[I-].OC=1C=C(C=CC1)C1C[NH+](CCC1)C 3-(3-hydroxyphenyl)-1-methylpiperidin-1-ium iodide